4-[6-(4-acetylpiperazin-1-yl)-3-pyridyl]-6-[4-[4-[2-[4-[4-[(2,6-dioxo-3-piperidyl)amino]phenyl]-1-piperidyl]acetyl]piperazin-1-yl]phenyl]pyrazolo[1,5-a]pyrazine-3-carbonitrile C(C)(=O)N1CCN(CC1)C1=CC=C(C=N1)C=1C=2N(C=C(N1)C1=CC=C(C=C1)N1CCN(CC1)C(CN1CCC(CC1)C1=CC=C(C=C1)NC1C(NC(CC1)=O)=O)=O)N=CC2C#N